phenazine-2,7-diamine C1=C(C=CC2=NC3=CC(=CC=C3N=C12)N)N